4-{6-[2-(4,7-Difluoro-2-methyl-indol-1-yl)-ethylamino]-pyrimidin-4-yl}-2-methylaminobenzoic acid FC1=C2C=C(N(C2=C(C=C1)F)CCNC1=CC(=NC=N1)C1=CC(=C(C(=O)O)C=C1)NC)C